2-Methyl-piperidine-2-carboxylic acid methyl ester hydrochloride Cl.COC(=O)C1(NCCCC1)C